C1(=C(C=CC=C1)P(C1=C(C=CC=C1)C)C1=C(C=CC=C1)C)C tri-(ortho-tolyl)phosphine